3-amino-5-{[2-fluoro-4-(trifluoromethyl)phenyl]sulfonyl}-N-[(2R)-2-hydroxy-3-methoxypropyl]pyridine-2-carboxamide NC=1C(=NC=C(C1)S(=O)(=O)C1=C(C=C(C=C1)C(F)(F)F)F)C(=O)NC[C@H](COC)O